ClC1=CC(=NN(C1=O)CC1=CC=C(C=C1)OC)C=O 5-chloro-1-(4-methoxybenzyl)-6-oxo-1,6-dihydropyridazine-3-carbaldehyde